COC(=O)[C@H]1CCCC=2N1C(NN2)=O |r| Methyl-(5RS)-3-oxo-2,3,5,6,7,8-hexahydro[1,2,4]triazolo[4,3-a]pyridin-5-carboxylat